ClC=1C=C2CCNCC2=CC1Cl 6,7-dichloro-1,2,3,4-tetrahydroisoquinoline